C(CCCCCCCCCCCCCCCCCC)(=O)[O-].[In+3].C(CCCCCCCCCCCCCCCCCC)(=O)[O-].C(CCCCCCCCCCCCCCCCCC)(=O)[O-] indium nonadecylate